FC1=C(C(=CC=2NC(=NC21)OC=2C=CC(=C(C(=O)O)C2)C)F)C2=CC=C(C=C2)C2=CC=C(C=C2)CN2CCC(CC2)CS(=O)(=O)C 5-((4,6-difluoro-5-(4'-((4-((methylsulfonyl)methyl)piperidin-1-yl)methyl)-[1,1'-biphenyl]-4-yl)-1H-benzo[d]imidazol-2-yl)oxy)-2-methylbenzoic acid